BrC1=CC=C(C=2OCCOC21)F 5-bromo-8-fluoro-2,3-dihydro-1,4-benzodioxine